CC1=C(CC(NC)C)C=C2C(=C1)OCO2 2,N-dimethyl-4,5-methylenedioxyamphetamine